6-(2-cyclopropyl-4-(5-methyl-1,2,4-oxadiazol-3-yl)phenyl)pyridin-3-amine C1(CC1)C1=C(C=CC(=C1)C1=NOC(=N1)C)C1=CC=C(C=N1)N